2-(2-methylphenoxy)but-3-en-1-ol CC1=C(OC(CO)C=C)C=CC=C1